N-(4-chloro-1H-indol-6-yl)-5-[1-(difluoromethyl)-1H-pyrazol-4-yl]-1H-1,3-benzodiazol-2-amine ClC1=C2C=CNC2=CC(=C1)NC1=NC2=C(N1)C=CC(=C2)C=2C=NN(C2)C(F)F